C1(CC1)OCCO 2-(Cyclopropyloxy)ethanol